ClC1=C(C(=NC(=N1)C1=CC(=CC=C1)Cl)N)OC1=C(C=CC=C1)OC 6-chloro-2-(3-chlorophenyl)-5-(2-methoxyphenoxy)pyrimidin-4-amine